CC(C)(C)S(=O)N[C@@H](C)C=1C=NC(=CC1)C 2-methyl-N-((S)-1-(6-methylpyridin-3-yl)ethyl)propane-2-sulfinamide